1-((1S,4S)-4-(Cyclohexylamino)cyclohexyl)-5-(8-methoxy-[1,2,4]triazolo[1,5-a]pyridin-6-yl)-6-methyl-1,3-dihydro-2H-benzo[d]imidazol-2-on C1(CCCCC1)NC1CCC(CC1)N1C(NC2=C1C=C(C(=C2)C=2C=C(C=1N(C2)N=CN1)OC)C)=O